COC(=O)[C@H]1O[C@H]([C@@H]([C@H]([C@@H]1OC(C)=O)OC(C)=O)OC(C)=O)OC1=CC=C(C=C1)C=O (2S,3S,4S,5R,6S)-3,4,5-Triacetoxy-6-(4-formylphenoxy)tetrahydropyran-2-carboxylic acid methyl ester